ClC1=CC(=C(C=C1)[C@@]1(OC2=C(O1)C=CC=C2C2CCN(CC2)CC2=C(C=C(N=N2)C#N)C)C)F (S)-6-((4-(2-(4-chloro-2-fluorophenyl)-2-methylbenzo[d][1,3]dioxol-4-yl)piperidin-1-yl)methyl)-5-methylpyridazine-3-carbonitrile